C(C)[N+](C)(C)C N-ethyl-N,N,N-trimethyl-ammonium